N1=C(N=CC=C1)C=1C(=CC=C(C(=O)N)C1)C(F)(F)F 5-(pyrimidin-2-yl)-4-(trifluoromethyl)benzamide